ClC1=NC=C(C(=C1)Cl)C(F)(F)F 2,4-dichloro-5-(trifluoromethyl)pyridine